1-((7-(6-chloro-1-((3R,5S)-5-(hydroxymethyl)pyrrolidin-3-yl)-1,2,3,4-tetrahydroquinolin-8-yl)thieno[3,2-b]pyridin-2-yl)methyl)pyrrolidine-2,5-dione, formic acid salt C(=O)O.ClC=1C=C2CCCN(C2=C(C1)C1=C2C(=NC=C1)C=C(S2)CN2C(CCC2=O)=O)[C@H]2CN[C@@H](C2)CO